FC1C(C1)C(=O)NC=1SC2=C(N1)C=CC(=C2)C2=C(C=NC=C2)C 2-fluoro-N-(6-(3-methylpyridin-4-yl)benzo[d]thiazol-2-yl)cyclopropane-1-carboxamide